C(C)(C)(C)OC(=O)N[C@@H]([C@H](OC(F)F)C)C(=O)N1[C@@H]([C@H]2[C@H]3C=C[C@@H]([C@H]2C1)C3)C(=O)O (1S,3aR,4S,7R,7aS)-2-(N-(tert-butoxycarbonyl)-O-(difluoromethyl)-L-threonyl)-2,3,3a,4,7,7a-hexahydro-1H-4,7-methanoisoindole-1-carboxylic acid